N-(3-(4-(tert-butyl)benzamido)phenyl)-4-(pyrimidin-2-yl)piperazine-1-carboxamide C(C)(C)(C)C1=CC=C(C(=O)NC=2C=C(C=CC2)NC(=O)N2CCN(CC2)C2=NC=CC=N2)C=C1